3-(5-(6-fluoro-4-(trifluoromethyl)isoindoline-2-carbonyl)-1-oxoisoindolin-2-yl)piperidine-2,6-dione FC1=CC(=C2CN(CC2=C1)C(=O)C=1C=C2CN(C(C2=CC1)=O)C1C(NC(CC1)=O)=O)C(F)(F)F